1-(4-chlorophenyl)-1-(2-(1-(6-(1-methyl-1H-pyrazol-4-yl)pyrrolo[2,1-f][1,2,4]triazin-4-yl)-1,2,3,6-tetrahydropyridin-4-yl)pyrimidin-5-yl)ethan-1-ol ClC1=CC=C(C=C1)C(C)(O)C=1C=NC(=NC1)C=1CCN(CC1)C1=NC=NN2C1=CC(=C2)C=2C=NN(C2)C